4-bromo-3-chlorophenyl 2,4,6-tri-O-acetyl-3-azido-3-deoxy-1-thio-α-D-galactopyranoside C(C)(=O)O[C@H]1[C@@H](SC2=CC(=C(C=C2)Br)Cl)O[C@@H]([C@@H]([C@@H]1N=[N+]=[N-])OC(C)=O)COC(C)=O